6-Methyl-pyridine-2-carboxylic acid [3-(4-fluoro-benzylamino)-adamantan-1-yl]-amide FC1=CC=C(CNC23CC4(CC(CC(C2)C4)C3)NC(=O)C3=NC(=CC=C3)C)C=C1